C(CCCCCCC\C=C/C\C=C/CCCCC)(=O)OCC1=CC(=CC(=C1)COC(CCC(CCCCCC)OC(NCCN1CCCC1)=O)=O)COC(CCC(OCCCCCCCC)OCCCCCCCC)=O 3-(((4,4-bis(octyloxy)butanoyl)oxy)methyl)-5-(((4-(((2-(pyrrolidin-1-yl)ethyl)carbamoyl)oxy)decanoyl)oxy)methyl)benzyl (9Z,12Z)-octadeca-9,12-dienoate